butyl-3-mercaptopropionate C(CCC)OC(CCS)=O